C1(CC1)S(=O)(=O)NC1=CC(=NC=N1)CNC(C1=CC=C(C=C1)C1=NC(=CN=C1)OCC)=O N-((6-(cyclopropanesulfonamido)pyrimidin-4-yl)methyl)-4-(6-ethoxypyrazin-2-yl)benzamide